C1(=CC=CC=C1)NC(NC1=CC=CC=C1)=O.[K] potassium diphenylurea